CCCCCCC/C=C\CCCCCCCC(=O)O[C@H](COC(=O)CCCC/C=C\C/C=C\C/C=C\CCCCC)COP(=O)([O-])OCC[N+](C)(C)C 1-(6Z,9Z,12Z-octadecatrienoyl)-2-(9Z-heptadecenoyl)-glycero-3-phosphocholine